O1CCN(CC1)C=1C=C(C=CC1)C1=NC=CC(=N1)CO (2-(3-morpholinophenyl)pyrimidin-4-yl)methanol